(R)-4-(3H-[1,2,3]triazolo[4,5-b]pyridin-3-yl)-N-(4,8-dimethylisoquinolin-1-yl)-2-fluoro-N-(piperidin-3-yl)benzamide N1=NN(C2=NC=CC=C21)C2=CC(=C(C(=O)N([C@H]1CNCCC1)C1=NC=C(C3=CC=CC(=C13)C)C)C=C2)F